C1(CCC1)C1=NC(=NO1)C=1C=C(C=CC1)C(C(=O)O)C(=O)O 2-(3-(5-cyclobutyl-1,2,4-oxadiazol-3-yl)phenyl)malonic acid